1-(6-chloro-1H-indazol-4-yl)cyclopropane ClC1=CC(=C2C=NNC2=C1)C1CC1